(1R,3R,4R)-2-(2-chloro-9-hydroxy-9H-fluorene-9-carbonyl)-N-((R)-1-cyano-2-((R)-2-oxopiperidin-3-yl)ethyl)-5,5-difluoro-2-azabicyclo[2.2.2]octane-3-carboxamide ClC1=CC=2C(C3=CC=CC=C3C2C=C1)(C(=O)N1[C@H]2CC([C@@H]([C@@H]1C(=O)N[C@H](C[C@@H]1C(NCCC1)=O)C#N)CC2)(F)F)O